C(C)(CC)NC=1C(=C(C(=C2C=NNC12)C=1C=CC=2N(C1)C=C(N2)NC(=O)C2C(C2)F)Cl)F N-(6-(7-(sec-butylamino)-5-chloro-6-fluoro-1H-indazol-4-yl)imidazo[1,2-a]pyridin-2-yl)-2-fluorocyclopropane-1-carboxamide